FC=1C(=C(C=CC1)NC1=C(NC2=C1C(NCC2)=O)C2=C(C=NC=C2)OC[C@H]2N(CCC2)C(=O)OC(C)(C)C)OC tert-butyl (2S)-2-{[(4-{3-[(3-fluoro-2-methoxyphenyl)amino]-4-oxo-1H,5H,6H,7H-pyrrolo[3,2-c]pyridin-2-yl}pyridin-3-yl)oxy]methyl}pyrrolidine-1-carboxylate